1-(6-Bromoquinazolin-2-yl)-6-oxa-1-azaspiro[3.3]heptane BrC=1C=C2C=NC(=NC2=CC1)N1CCC12COC2